C(C1=CC=CC=C1)OC1=CC=C(OCCOCCNC2=CC=C(C=C2)Cl)C=C1 N-(2-(2-(4-(benzyloxy)phenoxy)ethoxy)ethyl)-4-chloroaniline